C(C)(C)(C)OC(C[C@@H]1C[C@H](N(C1=O)C(=O)OC(C)(C)C)C(=O)OCC1=CC=CC=C1)=O 2-benzyl 1-(tert-butyl) (2S,4S)-4-(2-(tert-butoxy)-2-oxoethyl)-5-oxopyrrolidine-1,2-dicarboxylate